OC[C@]1(N2C[C@@H]([C@@H](C1=O)CC2)C)COC (1R,2S,4S,5R)-2-(hydroxymethyl)-2-(methoxymethyl)-5-methyl-quinuclidin-3-one